(4-chlorophenyl)-2-(cyclopropylmethyl)-N-methyl-1,2,3,4-tetrahydroisoquinolin-7-amine hydrochloride Cl.ClC1=CC=C(C=C1)C1N(CCC2=CC=C(C=C12)NC)CC1CC1